ClC=1C=C(C=CC1C1=C(C=CC=C1)C1=NC(=NC(=N1)C1=CC2=CC=CC=C2C=C1)C1=CC=CC=C1)C1=CC=C(C=C1)C#N 3'-chloro-2''-(4-(naphthalen-2-yl)-6-phenyl-1,3,5-triazin-2-yl)-[1,1':4',1''-terphenyl]-4-carbonitrile